COCCOCCN[C@@H](CO)C(=O)O (methoxyethoxyethyl)serine